NC1=CC=C(C(=C1C#N)F)Br 6-amino-3-bromo-2-fluorobenzonitrile